phenyl 4'-pentyl-[1,1'-bi(cyclohexane)]-4-carboxylate C(CCCC)C1CCC(CC1)C1CCC(CC1)C(=O)OC1=CC=CC=C1